(1-{2,6-difluoro-4-[6-(3-methoxy-propoxy)-pyridin-2-yl]-phenyl}-pyrrolidin-3-yl)-acetic acid ethyl ester C(C)OC(CC1CN(CC1)C1=C(C=C(C=C1F)C1=NC(=CC=C1)OCCCOC)F)=O